[N].N anti-ammonia nitrogen